NCCNCCS(=O)(=O)O 2-[(2-aminoethyl)amino]ethanesulfonic acid